4-chloro-3-((dimethylamino)methyl)aniline ClC1=C(C=C(N)C=C1)CN(C)C